6-(methylsulfonyl)-3-{[4-(4-morpholinyl)-1-piperidinyl]methyl}-N-(1-phenylcyclopropyl)-2-[4-(trifluoromethyl)phenyl]-4-quinolinecarboxamide CS(=O)(=O)C=1C=C2C(=C(C(=NC2=CC1)C1=CC=C(C=C1)C(F)(F)F)CN1CCC(CC1)N1CCOCC1)C(=O)NC1(CC1)C1=CC=CC=C1